FC1=C(CN2N=C(C=C2)[C@@H]([C@@](CN2N=NN=C2)(O)C2=C(C=C(C=C2)F)F)C)C=CC(=C1)F (2R,3S)-3-(1-(2,4-difluorobenzyl)-1H-pyrazol-3-yl)-2-(2,4-difluorophenyl)-1-(1H-tetrazol-1-yl)butan-2-ol